methyl 2-[5-[3-[(1S)-2-(2-amino-6-bromo-benzimidazol-1-yl)-1-methyl-ethoxy]propyl]-1-methyl-pyrazol-4-yl]-6-methyl-pyridine-4-carboxylate NC1=NC2=C(N1C[C@@H](OCCCC1=C(C=NN1C)C1=NC(=CC(=C1)C(=O)OC)C)C)C=C(C=C2)Br